CN1C=NC=C1C(=O)O 3-methylimidazole-4-carboxylic acid